COC(C(CN(CC1=C(C=CC=C1Cl)Cl)CC1=C(C=CC=C1Cl)Cl)[Se]C1=CC=CC=C1)=O 3-(bis(2,6-dichlorobenzyl)amino)-2-(phenylseleno)propionic acid methyl ester